OC1CN(CCC1C1=C(N=CS1)C)C(=O)OC(C)(C)C tert-Butyl 3-hydroxy-4-(4-methylthiazol-5-yl)piperidine-1-carboxylate